bis(2-methyl-4-acenaphth-indenyl)zirconium dichloride [Cl-].[Cl-].CC=1CC2=C3C(=CC(=C2C1)[Zr+2]C1=C2C=C(CC2=C2C(=C1)C=1C=CC=C4C=CC=C2C14)C)C=1C=CC=C4C=CC=C3C14